L-arabinonate O=C([C@H](O)[C@@H](O)[C@@H](O)CO)[O-]